(5-isobutyl-3-(2-Methyl-4-((2-methyl-1H-imidazol-1-yl)methyl)phenyl)thiophen-2-yl)sulfonylcarbamate C(C(C)C)C1=CC(=C(S1)S(=O)(=O)NC([O-])=O)C1=C(C=C(C=C1)CN1C(=NC=C1)C)C